N[C@@H]1CN(C[C@H]1OC)C=1C=CC(=NC1)CCN1C[C@@H]2N([C@@H](CN(C2)C2=C3C=CC=NC3=C(C=C2)C#N)C)CC1 5-[(4R,9aS)-8-[2-[5-[(3R,4R)-3-amino-4-methoxy-pyrrolidin-1-yl]-2-pyridyl]ethyl]-4-methyl-3,4,6,7,9,9a-hexahydro-1H-pyrazino[1,2-a]pyrazin-2-yl]quinoline-8-carbonitrile